(2S,6R)-2,6-dimethyl-4-(2-methyl-3-(3-methyl-1H-indazol-5-yl)imidazo[1,2-b]pyridazin-6-yl)morpholine C[C@H]1CN(C[C@H](O1)C)C=1C=CC=2N(N1)C(=C(N2)C)C=2C=C1C(=NNC1=CC2)C